(1R,4R)-4-(6-(2-hydroxy-6-methyl-4-(trifluoromethyl)phenyl)-2H-pyrazolo[3,4-b]pyrazin-2-yl)-1-methylphosphinane 1-oxide OC1=C(C(=CC(=C1)C(F)(F)F)C)C=1C=NC=2C(N1)=NN(C2)C2CCP(CC2)(C)=O